formylmethylphosphinate C(=O)P([O-])(=O)C